C[C@H]1[C@@H]2CC[C@]3([C@H]([C@]2(CC[C@H]1O)C)[C@@H](C[C@@H]\\4[C@@]3(C[C@@H](/C4=C(/CCC=C(C)C)\\C(=O)O)OC(=O)C)C)O)C The molecule is a steroid antibiotic that is isolated from the fermentation broth of Fusidium coccineum. It has a role as a protein synthesis inhibitor, an EC 2.7.1.33 (pantothenate kinase) inhibitor and an Escherichia coli metabolite. It is a 3alpha-hydroxy steroid, an 11alpha-hydroxy steroid, a sterol ester, a steroid acid, an alpha,beta-unsaturated monocarboxylic acid and a steroid antibiotic. It is a conjugate acid of a fusidate. It derives from a hydride of a 5alpha-cholestane.